2-amino-5-chloro-3-fluoro-benzamide NC1=C(C(=O)N)C=C(C=C1F)Cl